6-cyclobutyl-1-methyl-4-[4-(5-methyl-1,3-benzoxazol-2-yl)piperidin-1-yl]-2-oxo-1,2-dihydroquinoline-3-carbonitrile C1(CCC1)C=1C=C2C(=C(C(N(C2=CC1)C)=O)C#N)N1CCC(CC1)C=1OC2=C(N1)C=C(C=C2)C